1-(3-hydroxycyclobutyl)-8-(1-methyl-1H-pyrazol-4-yl)-1,3-dihydro-2H-imidazo[4,5-c]isoquinolin-2-one OC1CC(C1)N1C(NC=2N=CC=3C=CC(=CC3C21)C=2C=NN(C2)C)=O